C(CCCCCCC\C=C/CCCCCCCC)(=O)C(CCN(C)C)C(CCCCCCC\C=C/CCCCCCCC)=O dioleoyl-3-dimethylamino-propane